butylene glycol sodium [Na].C(CCCO)O